methoxyl-cinnamic acid ethylhexyl ester C(C)C(CCCCC)OC(C(=CC1=CC=CC=C1)OC)=O